CN(C)C[C@@H]1N(C[C@H](C1)F)C(=O)OC(C)(C)C tert-Butyl (2R,4S)-2-((dimethylamino)methyl)-4-fluoropyrrolidine-1-carboxylate